F[C@@H]1[C@@H]2C[C@H]([C@H](C[C@H]1N(C1=CC=C(N=N1)C1=C(C=C(C=C1)N1C=NC=C1)O)C)N2C)OC 2-(6-(((1S,2R,3R,5S,6R)-2-fluoro-6-methoxy-8-methyl-8-azabicyclo[3.2.1]octan-3-yl)(methyl)amino)pyridazin-3-yl)-5-(1H-imidazol-1-yl)phenol